(1R,4R)-4-(4-ISOPROPYLPIPERAZIN-1-YL)CYCLOHEXAN-1-AMINE TRIS(2,2,2-TRIFLUORO ACETATE) FC(C(=O)O)(F)F.FC(C(=O)O)(F)F.FC(C(=O)O)(F)F.C(C)(C)N1CCN(CC1)C1CCC(CC1)N